(R)-2-amino-3-phenylpropyl carbamate benzoate salt C(C1=CC=CC=C1)(=O)O.C(N)(OC[C@@H](CC1=CC=CC=C1)N)=O